BrC1=CC=CC2=C1N=C(S2)NC(=O)[C@@H]2CN(CC2)C#N (S)-N-(4-bromobenzo[d]thiazol-2-yl)-1-cyano-pyrrolidine-3-carboxamide